C(C)O[Si](C)(CCCOCC1CO1)OCC Diethoxy(3-glycidyloxypropyl)methylsilane